(S)-2-amino-N-(2-(1-(4-((6-amino-2-butoxy-8-oxo-7,8-dihydro-9H-purin-9-yl)methyl)benzyl)piperidin-4-yl)ethyl)-3-hydroxypropanamide N[C@H](C(=O)NCCC1CCN(CC1)CC1=CC=C(C=C1)CN1C2=NC(=NC(=C2NC1=O)N)OCCCC)CO